NC=1C=C(C(=NC1N(C)CCN(C)C)OC)NC1=NC=C(C(=N1)N1CC(C2=NC(=CC=C21)C)(C)C)C(=O)OC(C)C isopropyl 2-((5-amino-6-((2-(dimethylamino)ethyl)(methyl)amino)-2-methoxypyridin-3-yl)amino)-4-(3,3,5-trimethyl-2,3-dihydro-1H-pyrrolo[3,2-b]pyridin-1-yl)pyrimidine-5-carboxylate